C(C1=CC=CC=C1)N1[C@@H]2[C@H](OCC1=O)CN(CC2)C(=O)OCC2=CC=CC=C2 (cis)-Benzyl 1-benzyl-2-oxohexahydro-1H-pyrido[3,4-b][1,4]oxazine-6(7H)-carboxylate